OC[C@H](CC1=CC=C(C=C1)OC)NC(OCC1=CC=CC=C1)=O (S)-benzyl (1-hydroxy-3-(4-methoxyphenyl)propan-2-yl)carbamate